Ethyl 6-(N-(6-((6-(benzo[d]thiazol-2-ylamino)-5-methylpyridazin-3-yl)(methyl)amino)-3-(1-(cyclohexylmethyl)-5-methyl-1H-pyrazol-4-yl)picolinoyl)sulfamoyl)hexanoate S1C(=NC2=C1C=CC=C2)NC2=C(C=C(N=N2)N(C2=CC=C(C(=N2)C(=O)NS(=O)(=O)CCCCCC(=O)OCC)C=2C=NN(C2C)CC2CCCCC2)C)C